4-(1H-imidazol-1-yl)-N,N-bis(4-methoxybenzyl)benzenesulfonamide N1(C=NC=C1)C1=CC=C(C=C1)S(=O)(=O)N(CC1=CC=C(C=C1)OC)CC1=CC=C(C=C1)OC